1,4-dicyano-cyanobutane C(#N)C(CCCC#N)C#N